N-(2-chloro-3-((3,5-dimethyl-4-oxo-3,4-dihydroquinazolin-6-yl)amino)-4-fluorophenyl)-N-((2-(trimethylsilyl)ethoxy)methyl)furan-2-sulfonamide ClC1=C(C=CC(=C1NC=1C(=C2C(N(C=NC2=CC1)C)=O)C)F)N(S(=O)(=O)C=1OC=CC1)COCC[Si](C)(C)C